COC1=CC2=C(N=C(S2)C=2SCC(N2)C(=O)O)C=C1 2-(6-methoxybenzo[d]thiazol-2-yl)-4,5-dihydrothiazole-4-carboxylic acid